1-((1R,8S,9s)-bicyclo[6.1.0]non-4-yn-9-yl)-3-oxo-2,7,10,13,16,19,22-heptaoxa-4-azapentacosan-25-oic acid [C@H]12CCC#CCC[C@@H]2C1COC(NCCOCCOCCOCCOCCOCCOCCC(=O)O)=O